ClC1=NN(C=C1N(C(C(C)SC)=O)C)C=1C=NC=CC1 N-(3-chloro-1-(pyridin-3-yl)-1H-pyrazol-4-yl)-N-methyl-2-(methylthio)propanamide